methyl (((3-aminoadamantan-1-yl)oxy)carbonyl)-L-valinate NC12CC3(CC(CC(C1)C3)C2)OC(=O)N[C@@H](C(C)C)C(=O)OC